C(C)OC(=O)C1(N(C(C=2N(C1)C=C(C2)C2=CC(=NC=C2Cl)NC(C)C)=O)CC2=C(C=CC(=C2)F)CO)C Methyl-7-(5-chloro-2-(isopropylamino)pyridin-4-yl)-2-(5-fluoro-2-(hydroxymethyl)benzyl)-1-oxo-1,2,3,4-tetrahydropyrrolo[1,2-a]pyrazine-3-carboxylic acid ethyl ester